cyclopent-3-en-1-ylmethyl 4-methylbenzenesulfonate CC1=CC=C(C=C1)S(=O)(=O)OCC1CC=CC1